(7R,8R)-7-[(5S)-5H-imidazo[4,3-a]isoindol-5-yl]-5,6,7,8-tetrahydroisoquinolin-8-ol C=1N=CN2C1C1=CC=CC=C1[C@@H]2[C@H]2CCC=1C=CN=CC1[C@@H]2O